NC1=CC(=C(C(=O)NC2=NC=CC(=N2)C2CCC(CC2)(F)F)C=C1)N1CCC2(CC2)CC1 4-amino-N-(4-(4,4-difluorocyclohexyl)pyrimidin-2-yl)-2-(6-azaspiro[2.5]octan-6-yl)benzamide